2-chloro-N-(2-fluoro-4-(trifluoromethyl)phenyl)acetamide ClCC(=O)NC1=C(C=C(C=C1)C(F)(F)F)F